N-((1'-acetyl-1',2',3',6'-tetrahydro[3,4'-bipyridin]-6-yl)methyl)-2-amino-3-methyl-N-((1R)-1-(2-pyrimidinyl)ethyl)-6-quinolinecarboxamide TFA salt OC(=O)C(F)(F)F.C(C)(=O)N1CCC(=CC1)C=1C=NC(=CC1)CN(C(=O)C=1C=C2C=C(C(=NC2=CC1)N)C)[C@H](C)C1=NC=CC=N1